N-(1-(3-chlorophenyl)-2-hydroxyethyl)-pyrazole-4-carboxamide ClC=1C=C(C=CC1)C(CO)NC(=O)C=1C=NNC1